1'-(3-(5-ethyl-4-hydroxypyrimidin-2-yl)cyclopent-3-en-1-yl)-N-methyl-1',2',3',6'-tetrahydro-[3,4'-bipyridine]-6-carboxamide C(C)C=1C(=NC(=NC1)C=1CC(CC1)N1CCC(=CC1)C=1C=NC(=CC1)C(=O)NC)O